OC(=O)C(F)(F)F.NCCCCCCCCNC1=C2CN(C(C2=CC=C1)=O)C1C(NC(CC1)=O)=O 3-(4-(8-Aminooctylamino)-1-oxoisoindolin-2-yl)piperidine-2,6-dione TFA salt